N,N'-1,4-Phenylenedioxalamic Acid C1(=CC=C(C=C1)NC(C(=O)O)=O)NC(C(=O)O)=O